Ethyl (2-({[(1,1-dimethylethyl)(dimethyl)silyl]oxy}methyl)-6-{[(methyloxy)methyl]oxy}phenyl)(oxo)acetate CC(C)(C)[Si](OCC1=C(C(=CC=C1)OCOC)C(C(=O)OCC)=O)(C)C